COS(=O)(=O)C1=CC=C(C=C1)[N+](=O)[O-] 4-Nitrobenzenesulfonic acid methyl ester